NC=1C=2N(C3=CC(=CC=C3N1)C(=O)N1[C@@H]3[C@H](CCC1([2H])[2H])OC1=C3C=CC(=C1)C(F)(F)F)C=NC2 (4-aminoimidazo[1,5-a]quinoxalin-8-yl)((4aS,9bS)-7-(trifluoromethyl)-3,4,4a,9b-tetrahydrobenzofuro[3,2-b]pyridin-1(2H)-yl-2,2-d2)methanone